(R)-N-((1H-pyrrolo[3,2-c]pyridine-2-yl)methyl)-2-(3-((1-(dibenzo[b,d]furan-2-yl)ethyl)amino)-6-morpholino-2-oxopyrazin-1(2H)-yl)acetamide N1C(=CC=2C=NC=CC21)CNC(CN2C(C(=NC=C2N2CCOCC2)N[C@H](C)C2=CC1=C(OC3=C1C=CC=C3)C=C2)=O)=O